(R)-1-(1-(1-((1-(4-(4-(3-Amino-6-(2-hydroxyphenyl)pyridazin-4-yl)morpholin-2-yl)-2,3-dimethylbenzoyl)piperidin-4-yl)methyl)piperidin-4-yl)-2-methyl-1H-indol-4-yl)dihydropyrimidine NC=1N=NC(=CC1N1C[C@H](OCC1)C1=C(C(=C(C(=O)N2CCC(CC2)CN2CCC(CC2)N2C(=CC3=C(C=CC=C23)N2CNCC=C2)C)C=C1)C)C)C1=C(C=CC=C1)O